[N+](=O)([O-])[CH-]C1=CC=C(C=C1)C(F)(F)F nitro(4-(trifluoromethyl)phenyl)methanide